tert-butyl (4-((ethyl((2S,3R,4R,5R)-2,3,4,5,6-pentahydroxyhexyl)amino)methyl)benzyl)carbamate formate C(=O)O.C(C)N(C[C@@H]([C@H]([C@@H]([C@@H](CO)O)O)O)O)CC1=CC=C(CNC(OC(C)(C)C)=O)C=C1